C12C(C(C(CC1)O2)C(=O)O)C(=O)O 7-Oxabicyclo(2.2.1)heptane-2,3-dicarboxylic acid